N-(5-cyclopentyl-1H-pyrazol-3-yl)-5,6,7,8-tetrahydrophthalazin-1-amine C1(CCCC1)C1=CC(=NN1)NC1=NN=CC=2CCCCC12